4-(2-(4-chloro-3-fluorophenoxy)acetamido)bicyclo[2.2.2]octane-1-carboxylic acid ClC1=C(C=C(OCC(=O)NC23CCC(CC2)(CC3)C(=O)O)C=C1)F